N1C=C(C=2C1=NC=CC2)C=2N=C(SC2)C=2C=C(C=CC2)[C@@]2(CCC1=C2N=CS1)O (R)-4-(3-(4-(1H-pyrrolo[2,3-b]pyridin-3-yl)thiazol-2-yl)phenyl)-5,6-dihydro-4H-cyclopenta[d]thiazol-4-ol